(+-)-7-bromo-5-chloro-1-(tetrahydrofuran-3-yl)-1H-pyrazolo[4,3-b]pyridine BrC1=C2C(=NC(=C1)Cl)C=NN2[C@H]2COCC2 |r|